(rac)-3-(difluoromethoxy)-5-[6,7-dihydrospiro[pyrazolo[5,1-c][1,4]oxazine-4,3'-pyrrolidin]-2-yl]pyridin-2-amine-hydrochloride salt Cl.FC(OC=1C(=NC=C(C1)C1=NN2C(=C1)[C@@]1(CNCC1)OCC2)N)F |r|